C#[Nb] Niobium carbide